N,N-diisopropyl-N-(3-methyl-5-hexenyl)amine C(C)(C)N(CCC(CC=C)C)C(C)C